BrC1=CN2C(S1)=C(C=N2)C(=O)NC=2C(=NC=C(C2)NC(CN2CC(O[C@@H](C2)CO)(C)C)=O)C (S)-2-bromo-N-(5-(2-(6-(hydroxymethyl)-2,2-dimethylmorpholino)acetamido)-2-methylpyridin-3-yl)pyrazolo[5,1-b]Thiazole-7-carboxamide